((4-((2-(dimethylamino)ethyl)(methyl)amino)-2-methoxy-5-nitrophenyl)amino)pyrimidine-5-carbonitrile CN(CCN(C1=CC(=C(C=C1[N+](=O)[O-])NC1=NC=C(C=N1)C#N)OC)C)C